methyl 3-((4-((tert-butoxycarbonyl)amino)benzyl)(methyl)amino)cyclopentane-1-carboxylate C(C)(C)(C)OC(=O)NC1=CC=C(CN(C2CC(CC2)C(=O)OC)C)C=C1